2-(2-{6-[(3R)-3-Aminopiperidine-1-carbonyl]-3-methylpyrazolo[1,5-a]pyridin-2-yl}-1-(cyclopropylmethyl)-1H-pyrrolo[2,3-b]pyridin-6-yl)-1,1,1-trifluoropropan-2-ol N[C@H]1CN(CCC1)C(=O)C=1C=CC=2N(C1)N=C(C2C)C2=CC=1C(=NC(=CC1)C(C(F)(F)F)(C)O)N2CC2CC2